CC=1C=CC=2C(C3=CC=C(C=C3NC2C1)CC(F)(F)F)(C)C 3,9,9-Trimethyl-6-(2,2,2-trifluoroethyl)-9,10-dihydroacridine